CC=1N(C(=CC1C(=O)NC1=CC(=CC=C1)C(F)(F)F)C1=CC=CC=C1)CCCN1CCOCC1 2-methyl-1-[3-(4-morpholinyl)propyl]-5-phenyl-N-[3-(trifluoromethyl)phenyl]-1H-pyrrole-3-carboxamide